4-(4-bromophenylazo)phenol BrC1=CC=C(C=C1)N=NC1=CC=C(C=C1)O